dihydro-5-pentyl-2(3H)furanone C(CCCC)C1CCC(O1)=O